1-(4-chlorobenzyl)-3-(4-((3-cyclopropyl-1,2,4-oxadiazol-5-yl)methyl)phenyl)urea ClC1=CC=C(CNC(=O)NC2=CC=C(C=C2)CC2=NC(=NO2)C2CC2)C=C1